C1(=CC=CC=C1)N(C1=C(C=CC=C1)S(=O)(=O)C1=CC=CC=C1)S(=O)(=O)C(Cl)(Cl)Cl N-phenyl-N-(trichloromethyl-sulfonyl)-benzenesulfonylaniline